(7-((3-Fluoro-5-methylpyridin-2-yl)oxy)-2-azaspiro[3.5]nonan-2-yl)((1s,3s)-3-hydroxy-3-methylcyclobutyl)methanon FC=1C(=NC=C(C1)C)OC1CCC2(CN(C2)C(=O)C2CC(C2)(C)O)CC1